8-chloro-N-methyl-N-Phenyl-[1,2,4]triazolo[4,3-a]quinazolin-5-amine ClC1=CC=C2C(=NC=3N(C2=C1)C=NN3)N(C3=CC=CC=C3)C